CC=1C=CC=2N(C3=CC=C(C=C3C2C1)C)C1=CC=C(C=C1)C1=C(C(=C(C(=C1C1=CC=C(C=C1)N1C2=CC=C(C=C2C=2C=C(C=CC12)C)C)C=1C(=NC(=CC1)C)C)C1=CC=C(C=C1)N1C2=CC=C(C=C2C=2C=C(C=CC12)C)C)C#N)C1=CC=C(C=C1)N1C2=CC=C(C=C2C=2C=C(C=CC12)C)C 4,4''-bis(3,6-dimethyl-9H-carbazol-9-yl)-4',6'-bis(4-(3,6-dimethyl-9H-carbazol-9-yl)phenyl)-5'-(2,6-dimethylpyridin-3-yl)-[1,1':2',1''-terphenyl]-3'-carbonitrile